FC(C1=C(C=CC=C1)S(=O)(=O)Cl)F 2-(difluoromethyl)benzenesulfonyl chloride